nickel(II) ethanesulfonate C(C)S(=O)(=O)[O-].[Ni+2].C(C)S(=O)(=O)[O-]